C([2H])([2H])([2H])N(C=1C=C(C=NC1)C=1N=NN(C1)CC=1NC=CN1)C([2H])([2H])[2H] 2-((4-(5-(bis(methyl-d3)amino)pyridin-3-yl)-1H-1,2,3-triazol-1-yl)methyl)imidazole